cholesteryl chloroacetate C[C@H](CCCC(C)C)[C@H]1CC[C@@H]2[C@@]1(CC[C@H]3[C@H]2CC=C4[C@@]3(CC[C@@H](C4)OC(=O)CCl)C)C